O=C1NCCCC1 (3S)-2-oxopiperidine